CC1C(C1C1=NN(C=C1)C1OCCN1)C(=O)O 2-methyl-3-[1-(oxazolidin-2-yl)-1H-pyrazol-3-yl]Cyclopropane-1-carboxylic acid